COC=1N=C2C(=C(C=NC2=CC1)N)[C@@H](C)OC |o1:13| 6-Methoxy-4-[rel-(1R)-1-methoxyethyl]-1,5-naphthyridin-3-amine